N-((1r,4r)-4-(2-oxoethyl)cyclohexyl)acetamide O=CCC1CCC(CC1)NC(C)=O